C1(=CC=CC=C1)C(CC=1C=NC=CC1)C1=CC=CC=C1 3-(2,2-diphenyl-ethyl)pyridine